9-chloro-7-(6-(1-cyclopropyl-1H-pyrazol-4-yl)-3,6-dihydro-2H-pyran-4-yl)-2,3-dimethyl-4H-pyrido[1,2-a]pyrimidin-4-one ClC1=CC(=CN2C1=NC(=C(C2=O)C)C)C=2CCOC(C2)C=2C=NN(C2)C2CC2